C(C)OC(=O)[C@H]1N([C@H]2C[C@]2(C1)CN1CCOCC1)C(=O)OC(C)(C)C (1S,3S,5S)-5-(morpholinomethyl)-2-azabicyclo[3.1.0]hexane-2,3-dicarboxylic acid 2-(tert-butyl) ester 3-ethyl ester